FC1=CC=C(C=C1)C1=CC(=NN1)N 5-(4-fluorophenyl)-1H-pyrazol-3-amine